N,N,N',N'-tetramethyl-1-(3-oxidotriazolo[4,5-b]pyridin-3-ium-1-yl)methanediamine hexafluorophosphate F[P-](F)(F)(F)(F)F.CN(C(N(C)C)N1N=[N+](C2=NC=CC=C21)[O-])C